C(CC)(=O)[O-].CN(C(=[NH2+])N(C)C)C 1,1,3,3-tetramethylguanidinium propionate